C(=O)C1=CC=C(O1)B(O)O 5-formyl-2-furanboronic acid